N1N=C(C=C1)NC1=NC=NC(=C1C)N1CCN(CC1)C 4-((1H-pyrazol-3-yl)amino)-5-methyl-6-(4-methylpiperazin-1-yl)pyrimidin